(S)-5-chloro-2-fluoro-4-((1-(2-fluorophenyl)ethyl)amino)-N-(thiazol-4-yl)benzenesulfonamide ClC=1C(=CC(=C(C1)S(=O)(=O)NC=1N=CSC1)F)N[C@@H](C)C1=C(C=CC=C1)F